N1N=NN=C1C(=O)[O-].[Zn+2].N1N=NN=C1C(=O)[O-] zinc tetrazolate